(E)-2-(2-ethoxyvinyl)thiazole-5-carbonitrile C(C)O/C=C/C=1SC(=CN1)C#N